tert-butyl ((6-bromo-1H-benzo[d]imidazole-2-yl)methyl)carbamate BrC=1C=CC2=C(NC(=N2)CNC(OC(C)(C)C)=O)C1